4-(3,3-difluoropiperidin-4-yl)-3-methoxyaniline FC1(CNCCC1C1=C(C=C(N)C=C1)OC)F